C(CCC)N1C(C2=CN=CC=C2C(=C1)C1=CC(=C(OC2CCN(CC2)CCC2CCN(CC2)C(=O)OC(C)(C)C)C(=C1)F)F)=O tert-butyl 4-(2-(4-(4-(2-butyl-1-oxo-1,2-dihydro-2,7-naphthyridin-4-yl)-2,6-difluorophenoxy)piperidin-1-yl)ethyl)piperidine-1-carboxylate